METHYL 5-PHENYLISOTHIAZOLE-3-CARBOXYLATE C1(=CC=CC=C1)C1=CC(=NS1)C(=O)OC